FC1=C(N)C=C(C(=C1)Cl)OCC1=CC=CC=C1 2-fluoro-4-chloro-5-benzyloxyaniline